NC1=C(C=NN1C)CN1CCCCC1 1-((5-amino-1-methyl-1H-pyrazol-4-yl)methyl)piperidin